[4-(5-chlorooxazolo[4,5-b]pyridin-2-yl)piperazin-1-yl]-[6-[(2R)-2,3-difluoropropoxy]-5-methyl-3-pyridyl]methanone ClC1=CC=C2C(=N1)N=C(O2)N2CCN(CC2)C(=O)C=2C=NC(=C(C2)C)OC[C@H](CF)F